C(C)(C)(C)[Si](OCCCCCCC#C)(C)C tert-butyldimethyl(oct-7-yn-1-yloxy)silane